5α-cholesta-8,24-dien-3β-ol CC(C)=CCC[C@@H](C)[C@H]1CC[C@H]2C=3CC[C@H]4C[C@H](CC[C@]4(C)C3CC[C@]12C)O